FC(OC1=NC=C(C=C1CN1C(OC[C@H]1C)=O)C1=CC(=C(C=C1)F)C(F)F)F (4R)-3-[[2-(Difluoromethoxy)-5-[3-(difluoromethyl)-4-fluoro-phenyl]-3-pyridyl]methyl]-4-methyl-oxazolidin-2-one